[N+](=O)(OCC(C(=O)NC1=C(C=C(C=C1)Cl)N1N=CC=C1)(CC)CC)[O-] 3-((4-chloro-2-(1H-pyrazol-1-yl) phenyl) amino)-2,2-diethyl-3-oxopropyl nitrate